C(C)N(C1CNCC1)CC 3-(diethylamino)tetrahydropyrrole